1-phenyl-4-hydroxy-3-(2,2,2-trifluoroethan-1-one-1-yl)-[1]benzothieno[3,2-h]quinolin-2(1H)-one C1(=CC=CC=C1)N1C(C(=C(C2=CC=C3C(=C12)SC1=C3C=CC=C1)O)C(C(F)(F)F)=O)=O